(R)-3-(chloromethyl)hexanamide hydrochloride Cl.ClC[C@@H](CC(=O)N)CCC